4-((1H-pyrazol-1-yl)methyl)-3-methoxy-N-(2-methoxyphenylsulfonimidoyl)benzamide N1(N=CC=C1)CC1=C(C=C(C(=O)NS(=O)(=N)C2=C(C=CC=C2)OC)C=C1)OC